N1C(=CC=2C=NC=CC21)CNC(CN2C(=NC=C(C2=O)NC(C2=CC=C(C=C2)C2=CN=CN2COCC[Si](C)(C)C)=O)C2=CC=CC=C2)=O N-(1-(2-(((1H-pyrrolo[3,2-c]pyridine-2-yl)methyl)amino)-2-oxoethyl)-6-oxo-2-phenyl-1,6-dihydropyrimidin-5-yl)-4-(1-((2-(trimethylsilyl)ethoxy)methyl)-1H-imidazol-5-yl)benzamide